[Br-].C(C1=CC=CC=C1)(C1=CC=CC=C1)NC(C)=[NH2+] 1-(Benzhydrylamino)ethaniminium bromide